F[B-](F)(F)F.COC1=NC(=NC(=N1)OC)[N+]12CCC(CC1)CC2 1-(4,6-dimethoxy-1,3,5-triazin-2-yl)quinuclidinium tetrafluoroborate